CC(C(C(O)C)C(C)C)O 1,3-dimethyl-2-isopropyl-1,3-propanediol